((4aR,6aS,7S)-4a,6a-dimethyl-2-oxo-2,4a,4b,5,6,6a,7,8,9,9a,9b,10,11,11a-tetradecahydro-1H-indeno[5,4-f]quinolin-7-yl)methyl (4-(trifluoromethyl)benzyl) carbonate C(OC[C@H]1CCC2[C@@]1(CCC1[C@]3(C=CC(NC3CCC12)=O)C)C)(OCC1=CC=C(C=C1)C(F)(F)F)=O